BrC1=CC(=CC2=C1N(C(=N2)C)C[C@H](CN(C(OC(C)(C)C)=O)C)O)F tert-butyl N-[(2R)-3-(7-bromo-5-fluoro-2-methyl-benzimidazol-1-yl)-2-hydroxy-propyl]-N-methyl-carbamate